FC(S(=O)(=O)OC=1C=CC=C2CCOC(C12)CCNC(=O)OC(C)(C)C)(F)F 1-(2-((tert-Butoxycarbonyl)amino)ethyl)isochroman-8-yl trifluoromethanesulfonate